5-(4-chloro-2-fluorophenyl)-2,3-dimethyl-7-(3-methyl-3-phenyl-1-piperidinyl)pyrido[4,3-d]pyrimidin-4(3H)-one ClC1=CC(=C(C=C1)C1=NC(=CC=2N=C(N(C(C21)=O)C)C)N2CC(CCC2)(C2=CC=CC=C2)C)F